C(C1=CC=CC=C1)OC1=C(C=CC(=C1)OCC1=CC=CC=C1)CCC(=O)C1=CC=C(C=C1)OC 3-(2,4-bis(benzyloxy)phenyl)-1-(4-methoxyphenyl)propan-1-one